3-(5-methyl-1,3,4-oxadiazol-2-yl)benzene CC1=NN=C(O1)C=1C=CC=CC1